2-(benzyloxy)-4-fluoro-N-methoxy-N-methylbenzamide C(C1=CC=CC=C1)OC1=C(C(=O)N(C)OC)C=CC(=C1)F